4-(3-(5,6-dimethoxypyridin-3-yl)phenyl)-1,2-oxaborol-2-ol COC=1C=C(C=NC1OC)C=1C=C(C=CC1)C=1CB(OC1)O